(2-((2-(Benzo[d]thiazol-6-ylamino)-5-chloropyrimidin-4-yl)amino)phenyl)dimethylphosphine oxide S1C=NC2=C1C=C(C=C2)NC2=NC=C(C(=N2)NC2=C(C=CC=C2)P(C)(C)=O)Cl